C(=O)C=1C=NN(C1)[C@H]1CC(N(CC1)C(=O)OC(C)(C)C)(C)C tert-butyl (4R)-4-(4-formylpyrazol-1-yl)-2,2-dimethyl-piperidine-1-carboxylate